C(C)N(C(COCC(=O)N(CC)CC)=O)CC N,N,N',N'-tetraethyl-diglycolamide